OC=1C(OC(=CC1O)\C=C\C1=CC=CC=C1)=O (E)-3,4-dihydroxy-6-styryl-2H-pyran-2-one